COC=1C=C(C=O)C=CC1OCCCCCCCCCCCCCC 3-Methoxy-4-tetradecyloxybenzaldehyd